2-((2S,3R,4R,5R)-2-((bis(4-methoxyphenyl)(phenyl)methoxy)methyl)-5-(2,4-dioxo-3,4-dihydropyrimidin-1(2H)-yl)-4-methoxytetrahydrofuran-3-yl)acetic acid COC1=CC=C(C=C1)C(OC[C@H]1O[C@H]([C@@H]([C@@H]1CC(=O)O)OC)N1C(NC(C=C1)=O)=O)(C1=CC=CC=C1)C1=CC=C(C=C1)OC